titanium (IV) trioxide [O-2].[O-2].[O-2].[Ti+4]